C(C)(C)(C)OC(=O)N1CCC(CC1)CNC(=O)C1=CC2=C(N(C(=N2)NC=2SC3=C(N2)C=CC(=C3)Cl)CCOC)C=C1 4-({[2-(6-Chloro-benzothiazol-2-ylamino)-1-(2-methoxy-ethyl)-1H-benzoimidazole-5-carbonyl]-amino}-methyl)-piperidine-1-carboxylic acid tert-butyl ester